COC(C(CC1=CC(=CC=C1)C#C[Si](C)(C)C)[C@@H]1CN(CC1)C(=O)OC(C)(C)C)=O tert-butyl (3R)-3-[2-methoxy-2-oxo-1-[[3-(2-trimethylsilylethynyl)phenyl]methyl]ethyl]pyrrolidine-1-carboxylate